BrC1=C(C(=C(C(=C1[2H])[2H])[2H])[2H])[2H] 1-Bromobenzene-2,3,4,5,6-d5